FC1=CC(=CC=2N3C(=NC21)CCC3(C)C)B3OC(C(O3)(C)C)(C)C 5-fluoro-1,1-dimethyl-7-(4,4,5,5-tetramethyl-1,3,2-dioxaborolan-2-yl)-2,3-dihydropyrrolo[1,2-a]benzimidazole